4-((1H-pyrazol-1-yl)methyl)-2-methyl-2,3-dihydrobenzofuran N1(N=CC=C1)CC1=CC=CC2=C1CC(O2)C